FC1=C(C=C(C(=O)NN)C=C1)O 4-fluoro-3-hydroxybenzohydrazide